N-(4-chloro-6-(trifluoromethyl)pyridin-3-yl)-2-(2-(3,6-dihydro-2H-pyran-4-yl)-5-ethyl-7-oxo-6-(piperazin-1-yl)-[1,2,4]triazolo[1,5-a]pyrimidin-4(7H)-yl)acetamide ClC1=C(C=NC(=C1)C(F)(F)F)NC(CN1C=2N(C(C(=C1CC)N1CCNCC1)=O)N=C(N2)C=2CCOCC2)=O